FC(S(=O)(=O)NS(=O)(=O)C(F)(F)F)(F)F.OCCN1C=[N+](C=C1)C 1-(2-hydroxyethyl)-3-methylimidazolium bis(trifluoromethanesulfonyl)amine salt